1,2-divaleryl-sn-glycero-3-phosphocholine C(CCCC)(=O)OC[C@@H](OC(CCCC)=O)COP(=O)([O-])OCC[N+](C)(C)C